FC(C)(C)C=1OC(=C(N1)C)C(=O)N1[C@@H](C2=C(CC1)NC=N2)C2=NN1C(C=CC=C1)=C2 (S)-(2-(2-fluoropropan-2-yl)-4-methyloxazol-5-yl)(4-(pyrazolo[1,5-a]pyridin-2-yl)-6,7-dihydro-1H-imidazo[4,5-c]pyridin-5(4H)-yl)methanone